COC1=C(C=C(C=C1)OC)C1=NC=CC=C1 2-(2,5-dimethoxyphenyl)pyridine